CC1=CC(=CC(=N1)C#N)C(F)(F)F 6-methyl-4-(trifluoromethyl)picolinenitrile